tert-butyl ((R)-1-(((R)-3-(4-chloro-2-methylphenoxy)-1-(4,4,5,5-tetramethyl-1,3,2-dioxaborolan-2-yl)propyl)amino)-3-methoxy-1-oxopropan-2-yl)carbamate ClC1=CC(=C(OCC[C@@H](B2OC(C(O2)(C)C)(C)C)NC([C@@H](COC)NC(OC(C)(C)C)=O)=O)C=C1)C